FC1=C(C=C(C=C1)F)C1=CC=CC2=C1NC(=NS2(=O)=O)NCC(C)OC 5-(2,5-difluorophenyl)-3-((2-methoxypropyl)amino)-4H-benzo[e][1,2,4]thiadiazine 1,1-dioxide